Cl.FC(OC1(CCC1)N1N=CC(=C1)N1CCC(CC1)N)(F)F 1-(1-(3-cis-(trifluoromethoxy)cyclobutyl)-1H-pyrazol-4-yl)piperidin-4-amine HCl salt